C(C)N(C(C1=CC=C(C=C1)C1=CC(=C2C(=N1)NC=C2)NCCCN2CCOCC2)=O)CC N,N-diethyl-4-(4-((3-morpholinopropyl)amino)-1H-pyrrolo[2,3-b]pyridin-6-yl)benzamide